2-(5-bromo-2-fluorophenyl)-2-(7-oxofuro[2,3-c]pyridin-6(7H)-yl)acetic acid BrC=1C=CC(=C(C1)C(C(=O)O)N1C(C2=C(C=C1)C=CO2)=O)F